1,2,3,4-tetrahydronaphthalen-2-yl-acetic acid C1C(CCC2=CC=CC=C12)CC(=O)O